Cl.CS(=O)(=O)CCCN 3-methylsulfonylpropanamine hydrochloride